N-(5-Methoxythiazolo[5,4-b]pyridin-2-yl)-9-(methyl(7H-pyrrolo[2,3-d]pyrimidin-4-yl)amino)-3-azaspiro[5.5]undecan-3-carboxamid COC1=CC=C2C(=N1)SC(=N2)NC(=O)N2CCC1(CC2)CCC(CC1)N(C=1C2=C(N=CN1)NC=C2)C